di-n-butyl 2,3-diisopropyl-2-cyanobutanedioate C(C)(C)C(C(=O)OCCCC)(C(C(=O)OCCCC)C(C)C)C#N